2-(2-(1-(Cyclopropylsulfonyl)-1H-pyrazol-4-yl)pyrimidin-4-yl)-N4-(((1r,4r)-4-((dimethylamino)methyl)cyclohexyl)methyl)-5-((1-methyl-1H-pyrazol-4-yl)ethynyl)pyridine-2,4-diamine C1(CC1)S(=O)(=O)N1N=CC(=C1)C1=NC=CC(=N1)C1(NC=C(C(=C1)NCC1CCC(CC1)CN(C)C)C#CC=1C=NN(C1)C)N